boron-lanthanum [La].[B]